silicon lead-barium [Ba].[Pb].[Si]